2-methyl-1-(4-methylthiophenyl)-2-morpholin-4-ylpropan-1-one CC(C(=O)C1=CC=C(C=C1)SC)(C)N1CCOCC1